TERT-BUTYL 5-AMINO-2-(3-METHOXY-3-OXOPROPYL)BENZOATE NC=1C=CC(=C(C(=O)OC(C)(C)C)C1)CCC(=O)OC